C(C1=CC=CC=C1)C1NCCCN(C1)O 2-benzyl-4-hydroxy-homopiperazine